C(=O)OCCCCCCCC octyl format